ClC1=C(C(=CC=C1Cl)O)[C@H]1C[C@@H]2N(C(CN(C2)C(C[C@H](CO)O)=O)=O)C1 (7R,8aS)-7-(2,3-dichloro-6-hydroxyphenyl)-2-[(3R)-3,4-dihydroxybutanoyl]-hexahydropyrrolo[1,2-a]pyrazin-4-one